tert-Butyl 4-((4-(5-(2,4-dioxotetrahydropyrimidin-1(2H)-yl)-7-methyl-1H-indol-1-yl)piperidin-1-yl)methyl)-4-fluoropiperidine-1-carboxylate O=C1N(CCC(N1)=O)C=1C=C2C=CN(C2=C(C1)C)C1CCN(CC1)CC1(CCN(CC1)C(=O)OC(C)(C)C)F